FC(COC=1C=C(C(=O)O)C=CN1)F 2-(2,2-difluoroethoxy)isonicotinic acid